N,N-dimethyl-1-butylamine CN(C)CCCC